O1C2(OCC1)CCC1(CC2)OC2=C(O1)C=CC=C2 dispiro[benzo[d][1,3]dioxolane-2,1'-cyclohexane-4',2''-[1,3]dioxolane]